5-(6-(difluoromethyl)-2-((3-methoxyphenyl)sulfonyl)pyrimidin-4-yl)-1-(3,4-dimethoxybenzyl)pyridin-2(1H)-one FC(C1=CC(=NC(=N1)S(=O)(=O)C1=CC(=CC=C1)OC)C=1C=CC(N(C1)CC1=CC(=C(C=C1)OC)OC)=O)F